4-(4-((1R,5S)-3,8-diazabicyclo[3.2.1]octan-3-yl)-8-fluoro-2-((tetrahydro-1H-pyrrolizin-7a(5H)-yl)methoxy)quinazolin-7-yl)naphthalen-2-ol [C@H]12CN(C[C@H](CC1)N2)C2=NC(=NC1=C(C(=CC=C21)C2=CC(=CC1=CC=CC=C21)O)F)OCC21CCCN1CCC2